3-n-propylcyclohexane-1,2-dicarboxylic acid dilithium salt [Li+].[Li+].C(CC)C1C(C(CCC1)C(=O)[O-])C(=O)[O-]